4-Chloro-2-{3-[2-(2,6-difluorophenyl)propan-2-yl]-1,2-oxazol-5-yl}-6-[(1S)-1-[(2S)-1-methylpyrrolidin-2-yl]ethoxy]pyrimidine ClC1=NC(=NC(=C1)O[C@@H](C)[C@H]1N(CCC1)C)C1=CC(=NO1)C(C)(C)C1=C(C=CC=C1F)F